1,2-diamino-dimethylnonane NC(C(CCCCCCC)N)(C)C